C(C)(C)(C)OC(=O)N1C[C@H](CC1)O.OC1=C(C(=CC(=C1)C)C)C1=CC=C(N=N1)N1CC[C@@H]2[C@H]1CN(CC2)C(C)=O 1-[(3aS,7aS)-1-[6-(2-hydroxy-4,6-dimethyl-phenyl)pyridazin-3-yl]-3,3a,4,5,7,7a-hexahydro-2H-pyrrolo[2,3-c]pyridin-6-yl]ethanone tert-butyl-(3s)-3-hydroxypyrrolidine-1-carboxylate